ClC=1C(=CC(=NC1)F)C=1N=C(N2C1[C@H](N(CC2)C(=O)C2=CC=C(C=C2)F)C)C2=NC(=NS2)C (R)-(1-(5-chloro-2-fluoropyridin-4-yl)-8-methyl-3-(3-methyl-1,2,4-thiadiazole-5-yl)-5,6-dihydroimidazo[1,5-a]pyrazin-7(8H)-yl)(4-fluorophenyl)methanone